methyl-6-(4-(hydroxymethyl)-2,5-dimethylthiophene-3-carboxamido)spiro[3.3]heptane CC1CCC12CC(C2)NC(=O)C2=C(SC(=C2CO)C)C